3-(4-bromo-3-methoxyphenyl)pyridazine BrC1=C(C=C(C=C1)C=1N=NC=CC1)OC